2-[(3R)-1-tert-butoxycarbonylpyrrolidin-3-yl]-3-(3-ethynylphenyl)propanoic acid C(C)(C)(C)OC(=O)N1C[C@H](CC1)C(C(=O)O)CC1=CC(=CC=C1)C#C